(benzyl-(2-iodophenylethyl)amino)-1-(4-fluorophenyl)ethanone C(C1=CC=CC=C1)N(CCC1=C(C=CC=C1)I)CC(=O)C1=CC=C(C=C1)F